2-[[6,7-Dichloro-3-(1H-pyrazol-4-yl)-1H-indol-4-yl]amino]ethanol ClC1=CC(=C2C(=CNC2=C1Cl)C=1C=NNC1)NCCO